FC1(CCN(CC1)C1=NC2=CC(=C(C=C2C(=N1)NC1CCNCC1)OC)OCCCN1CCCC1)F 2-(4,4-difluoropiperidin-1-yl)-6-methoxy-N-(piperidin-4-yl)-7-(3-(pyrrolidin-1-yl)propoxy)quinazolin-4-amine